BrC=1C=C(C=CC1)N(C1=NC=2N(C3=CC(=C(C=C13)Cl)Cl)C=NN2)C N-(3-bromophenyl)-7,8-dichloro-N-methyl-[1,2,4]triazolo[4,3-a]quinazolin-5-amine